C(C)(C)(C)N(C(O)=O)C1=C(C=C(C(=C1)O)OC)C(=O)N1[C@@H](CCCC1)CO.C1=C(C=CC2=CC=CC=C12)C(=O)N1CCC2=CC(=CC=C12)[C@H]1[C@@H](C1)NCC1CCNCC1 Trans-naphthalen-2-yl(5-(2-(piperidin-4-ylmethylamino)cyclopropyl)indolin-1-yl)methanone tert-butyl-(S)-(5-hydroxy-2-(2-(hydroxymethyl)piperidine-1-carbonyl)-4-methoxyphenyl)carbamate